C(=O)(O)C1=CC=C(OC2=CC=C(C=C2)C2=CC=C(C=C2)C(=O)O)C=C1 4'-(4-carboxyphenoxy)-biphenyl-4-formic acid